COC1=CC(=NC=C1)N1CC2(CN(C2)C(NN)=S)C1 6-(4-methoxypyridin-2-yl)-2,6-diazaspiro[3.3]heptane-2-thiohydrazide